2-(7,7-difluoro-3-azabicyclo[4.1.0]heptan-3-yl)-N-(7-(4,4-difluoropiperidin-1-yl)-2,3-dihydrobenzofuran-5-yl)-4-nitrobenzamide FC1(C2CCN(CC12)C1=C(C(=O)NC=2C=C(C3=C(CCO3)C2)N2CCC(CC2)(F)F)C=CC(=C1)[N+](=O)[O-])F